(E)-2-(2-tolyl)-2-methoxyiminoacetic acid C1(=C(C=CC=C1)\C(\C(=O)O)=N/OC)C